2-(1,7-dimethyl-1H-pyrazolo[4,3-b]pyridin-5-yl)-7-(1,2,3,6-tetrahydropyridin-4-yl)-4H-pyrido[1,2-a]pyrimidin-4-one CN1N=CC2=NC(=CC(=C21)C)C=2N=C1N(C(C2)=O)C=C(C=C1)C=1CCNCC1